CN1C[C@@H](CCC1)NC1=NN=C(C2=CC=CC=C12)C1=C(C=C(C=C1)SC)O (R)-2-(4-((1-methylpiperidin-3-yl)amino)phthalazin-1-yl)-5-(methylthio)phenol